COC1=C(C(=CC=C1)OC)S(=O)(=O)NNC(=O)C=1C=C(C=C(C1)C)C1=NC=CC(=C1)CNC(C=C)=O N-((2-(3-(2-((2,6-dimethoxyphenyl)sulfonyl)hydrazine-1-carbonyl)-5-methylphenyl)pyridin-4-yl)methyl)acrylamide